[Br-].C(CCCCCCC)OC(CCCCCCCCC=CC1=CC=C(C=C1)[P+](C)(C)C)OCCCCCCCC (4Z)-11,11-dioctyloxy-4-undecenyl-trimethylphenylphosphonium bromide